1-(prop-2-yn-1-yl)piperazin-2-one C(C#C)N1C(CNCC1)=O